potassium (R)-4-methyl-5-(5-methyl-3,6-dihydro-2H-pyran-2-yl)isoxazole-3-carboxylate CC=1C(=NOC1[C@@H]1OCC(=CC1)C)C(=O)[O-].[K+]